N1N=CC(=C1)C1=CC=C(C=C1)NC1=NC(=NC=C1)C1=CC=C2C=C(NC2=C1)C(=O)N1CC(C1)OC(F)(F)F (6-(4-((4-(1H-pyrazol-4-yl)phenyl)amino)pyrimidin-2-yl)-1H-indol-2-yl)(3-(trifluoromethoxy)azetidin-1-yl)methanone